C(C1=CC=CC=C1)NC(C(=O)O)CC(C(F)(F)F)OC 2-(benzylamino)-5,5,5-trifluoro-4-methoxypentanoic acid